CN1C2=C(N(C(C1=O)=O)C1CCN(CC1)C(C1=CC=C(C=C1)OC(F)(F)F)=O)N=CC(=C2)C(=O)OC Methyl 1-methyl-2,3-dioxo-4-(1-(4-(trifluoromethoxy)benzoyl)piperidin-4-yl)-1,2,3,4-tetrahydropyrido[2,3-b]pyrazine-7-carboxylate